methyl-4-((6-oxopyrimidin-1(6H)-yl)methyl)benzamide CC1=C(C(=O)N)C=CC(=C1)CN1C=NC=CC1=O